6-(2-Hydroxy-2-methylpropyloxy)-4-(6-(6-((4-methoxypyridin-2-yl)methyl)-3,6-diazabicyclo[3.1.1]hept-3-yl)pyridin-3-yl)pyrazolo[1,5-a]pyridine-3-carbonitrile OC(COC=1C=C(C=2N(C1)N=CC2C#N)C=2C=NC(=CC2)N2CC1N(C(C2)C1)CC1=NC=CC(=C1)OC)(C)C